1-(3,5-dibromo-2-hydroxymethylphenyl)-3-(3-bromo-5-trifluoromethoxyphenyl)urea BrC=1C(=C(C=C(C1)Br)NC(=O)NC1=CC(=CC(=C1)OC(F)(F)F)Br)CO